O1[C@H](COCC1)CN1N=C2C3=C(CC(C2=C1)C)OC(=C3C)C(=O)[O-] 2-([(2S)-1,4-dioxan-2-yl]methyl)-4,8-dimethyl-4,5-dihydro-2H-furo[2,3-g]indazole-7-carboxylate